BrC=1C(=C(C(=CC1)OC)O)CO 3-bromo-2-hydroxymethyl-6-methoxyphenol